N1N=NN=C1C=1C=C(C=NC1)C=1C=C(C=CC1)O 3-(5-(1H-tetrazol-5-yl)pyridin-3-yl)phenol